CN(C1=CC=C(C=N1)C=1C(=CN(C(C1)=O)C)C=1C=NN(C1)C1=C(C#N)C(=CC=C1)F)C 2-{4-[6-(dimethylamino)-1'-methyl-6'-oxo-1',6'-dihydro-[3,4'-bipyridine]-3'-yl]-1H-pyrazol-1-yl}-6-fluorobenzonitrile